BrC=1C(=C(OC[C@@H](CCC(N)=O)NC(OC(C)(C)C)=O)C=CC1)Cl tert-butyl N-[(2R)-1-(3-bromo-2-chlorophenoxy)-4-carbamoylbutan-2-yl]carbamate